6-((6-((5-cyclopropyl-3-(2,6-dichlorophenyl)isoxazol-4-yl)methoxy)-2-fluoronaphthalen-1-yl)oxy)-2-methylnicotinic acid C1(CC1)C1=C(C(=NO1)C1=C(C=CC=C1Cl)Cl)COC=1C=C2C=CC(=C(C2=CC1)OC1=NC(=C(C(=O)O)C=C1)C)F